N1(CCC1)C1=CC=CC(=N1)N1N=C2C(C=NC(=C2)CN)=C1 (2-(6-(azetidin-1-yl)pyridin-2-yl)-2H-pyrazolo[4,3-c]pyridin-6-yl)methanamine